C(C(=C)C)(=O)OCCC[SiH2]C(OC)OC γ-methacryloyloxypropyl-dimethoxymethylsilane